1-(4-methoxybenzyl)-1H-pyrazolo[4,3-c]pyridine COC1=CC=C(CN2N=CC=3C=NC=CC32)C=C1